FC(COC1=NC=CC(=C1)CNC(=O)NC1CC2(C1)CCC2)C 1-[[2-(2-fluoropropoxy)pyridin-4-yl]methyl]-3-spiro[3.3]heptane-2-yl-urea